ClC1=NC(=C2N(C=NC2=N1)C1OCCCC1)NCC1=CC=C(C=C1)C=1N(C=C(N1)C(F)(F)F)C(C)C 2-chloro-N-(4-(1-isopropyl-4-(trifluoromethyl)-1H-imidazol-2-yl)benzyl)-7-(tetrahydro-2H-pyran-2-yl)-7H-purin-6-amine